OC1=C(C(=CC(=C1C(C)NC(=O)N1CCC1)CCCCC)O)C1C(CCC(=C1)C)C(=C)C N-(1-(2,6-dihydroxy-5'-methyl-4-pentyl-2'-(prop-1-en-2-yl)-1',2',3',4'-tetrahydro-[1,1'-biphenyl]-3-yl)ethyl)azetidine-1-carboxamide